2-butyl-7-cyclohexyl-1-(4-methoxybenzyl)-1H-imidazo[4,5-d]pyridazin-4-amine C(CCC)C1=NC=2C(=C(N=NC2N)C2CCCCC2)N1CC1=CC=C(C=C1)OC